11-Methyl-3-(trifluoromethyl)-11H-imidazo[1',2':1,2]pyrido[3,4-b]indole CN1C2=C(C3=CC=CC=C13)C=CN1C2=NC=C1C(F)(F)F